methyl 1-(propan-2-yl)-1H-pyrazole-5-carboxylate CC(C)N1N=CC=C1C(=O)OC